4-[4-(4-methoxyphenyl)-1H-pyrazol-1-yl]-1H-pyrrolo[2,3-b]pyridine COC1=CC=C(C=C1)C=1C=NN(C1)C1=C2C(=NC=C1)NC=C2